2,7-bis(4-(10H-phenoxazin-10-yl)phenyl)-9H-carbazole C1=CC=CC=2OC3=CC=CC=C3N(C12)C1=CC=C(C=C1)C1=CC=2NC3=CC(=CC=C3C2C=C1)C1=CC=C(C=C1)N1C2=CC=CC=C2OC=2C=CC=CC12